8-fluoro-3-{2-[5-methoxy-6-(4-piperidyloxy)-3-pyridylamino]-4-pyrimidinylamino}-2-quinolinol FC=1C=CC=C2C=C(C(=NC12)O)NC1=NC(=NC=C1)NC=1C=NC(=C(C1)OC)OC1CCNCC1